C1(=CC=C(C=C1)C=1C=C2CCC(C2=CC1)NC(O[C@@H]1CN2CCC1CC2)=O)C (S)-quinuclidin-3-yl (5-(p-tolyl)-2,3-dihydro-1H-inden-1-yl)carbamat